CC1C=CC(S(N)(=O)=O)=CC=1 p-toluenesulfonamide